FC1(CC(C1)N1N=CC(=C1)C#N)F 1-(3,3-difluorocyclobutyl)-1H-pyrazole-4-carbonitrile